CN1C=NC2=C1C=NC=C2C2=C(N=C(C(=N2)C(=O)OC)NC2=CC=C(C=C2)N2CCOCC2)C2COC2 methyl 6-(3-methyl-3H-imidazo[4,5-c]pyridin-7-yl)-3-((4-morpholinophenyl)amino)-5-(oxetan-3-yl)pyrazine-2-carboxylate